C(C1=CC=CC=C1)OC(=O)N1CCC(CC1)OS(=O)(=O)C.O[C@@H]1[C@H](CCCC1)NC(C1=CC(=C(C=C1)C)NCC=1C=NC2=CC=CC=C2C1)=O N-[(1S,2S)-2-hydroxycyclohexyl]-4-methyl-3-{[(quinolin-3-yl)methyl]amino}benzamide benzyl-4-((methylsulfonyl)oxy)-piperidine-1-carboxylate